(6-Chloro-3-(4-methylpiperazin-1-yl)pyridin-2-yl)(cyclopropyl)methanol ClC1=CC=C(C(=N1)C(O)C1CC1)N1CCN(CC1)C